1-heneicosanoyl-2-docosanoyl-glycero-3-phospho-(1'-sn-glycerol) CCCCCCCCCCCCCCCCCCCCCC(=O)O[C@H](COC(=O)CCCCCCCCCCCCCCCCCCCC)COP(=O)(O)OC[C@H](CO)O